OC(CN(CCCCCCCC(=O)OC(CCCCCCCC)CCCCCCCC)CCCCCC(=O)OC(C)CCC(CCC)C)CCCCNC(=O)C1=CNC=C1 heptadecan-9-yl 8-((2-hydroxy-6-(1H-pyrrole-3-carboxamido)hexyl)(6-((5-methyloctan-2-yl)oxy)-6-oxohexyl)amino)octanoate